C(#N)[C@@H](C[C@H]1C(NCC1)=O)NC(=O)[C@@H]1N([C@H]2CC([C@@H]1CC2)(F)F)C([C@@](C)(C2=CC=CC=C2)O)=O (1R,3R,4R)-N-((R)-1-cyano-2-((S)-2-oxopyrrolidin-3-yl)ethyl)-5,5-difluoro-2-((R)-2-hydroxy-2-phenylpropanoyl)-2-azabicyclo[2.2.2]octane-3-carboxamide